5-bromo-1-((2R,4S,5R)-5-(fluoromethyl)-4-hydroxy-5-(hydroxymethyl)tetrahydrofuran-2-yl)pyrimidine-2,4(1H,3H)-dione BrC=1C(NC(N(C1)[C@@H]1O[C@@]([C@H](C1)O)(CO)CF)=O)=O